[Si]=O.[Cs] cesium silicon oxide